C1(CC1)N1N=C(C=2C1=NC=NC2N)I 1-cyclopropyl-3-iodo-1H-pyrazolo[3,4-d]Pyrimidin-4-amine